IC1=CC(=C(C(=O)NC2=CC=C3C(=N2)N(N=C3)CCC(F)(F)F)C=C1)N1CCC3(CC3)CC1 4-iodo-2-(6-azaspiro[2.5]octan-6-yl)-N-(1-(3,3,3-trifluoropropyl)-1H-pyrazolo[3,4-b]pyridin-6-yl)benzamide